COC(=O)C1=CC=C2CN(C(=NC2=C1)N)CC=1OC=CC1 2-amino-3-(furan-2-ylmethyl)-3,4-dihydroquinazoline-7-carboxylic acid methyl ester